Cl.CN1[C@@H]([C@H](CC1=O)C(=O)NCCOC1CCC(CC1)OCCOCCOCCC(=O)O)C=1C=NC=CC1 3-(2-(2-(((1S,4r)-4-(2-((2S,3S)-1-Methyl-5-oxo-2-(pyridin-3-yl)pyrrolidine-3-carboxamido)ethoxy)cyclohexyl)oxy)ethoxy)ethoxy)propanoic acid, hydrochloride